N-(4-((2-(1,1-difluoroethyl)pyrimidin-4-yl)amino)-5-(2-methylpyrimidin-4-yl)pyridin-2-yl)acetamide 4-hexyldecyl-8-[benzyl-[8-(4-hexyldecoxy)-8-oxo-octyl]amino]octanoate C(CCCCC)C(CCCOC(CCCCCCCN(CCCCCCCC(=O)OCCCC(CCCCCC)CCCCCC)CC1=CC=CC=C1)=O)CCCCCC.FC(C)(F)C1=NC=CC(=N1)NC1=CC(=NC=C1C1=NC(=NC=C1)C)NC(C)=O